benzyl-3-(methyl sulfonamido)-2-((((CIS)-4-phenylcyclohexyl)oxy)methyl)-pyrrolidine-1-carboxylate C(C1=CC=CC=C1)OC(=O)N1C(C(CC1)NS(=O)(=O)C)CO[C@@H]1CC[C@@H](CC1)C1=CC=CC=C1